FC1=CC=C2C(=CNC2=C1P(C)(C)=O)C1=NC(=NC=C1C(F)(F)F)OCC(F)(F)F (6-fluoro-3-(2-(2,2,2-trifluoroethoxy)-5-(trifluoromethyl)pyrimidin-4-yl)-1H-indol-7-yl)diMethylphosphine oxide